(S)-2-(3-fluoro-5-isopropyl-2-methoxyphenyl)-2-((R)-3-(4-((R)-1,2,3,4-tetrahydro-1,8-naphthyridin-2-yl)butoxy)pyrrolidin-1-yl)acetic acid FC=1C(=C(C=C(C1)C(C)C)[C@@H](C(=O)O)N1C[C@@H](CC1)OCCCC[C@H]1NC2=NC=CC=C2CC1)OC